C(CCCCCC)C(CCCC)P(O)=O (1-heptylpentyl)phosphinic acid